C1(CC1)NCC1=CC=C(S1)B(O)O 5-((CYCLOPROPYLAMINO)METHYL)THIOPHEN-2-YLBORONIC ACID